C(C)(C)(C)OC(=O)NCC1(OC2=C(C1)C(=CC=C2[C@@H](C)NC2=NC=1N(C=C2)N=CC1C(=O)O)F)C 5-(((1R)-1-(2-(((tert-butoxycarbonyl)amino)methyl)-4-fluoro-2-methyl-2,3-dihydrobenzofuran-7-yl)ethyl)amino)pyrazolo[1,5-a]pyrimidine-3-carboxylic acid